ethyl 2,4-bis((2-methoxyphenyl)amino)pyrimidine-5-carboxylate COC1=C(C=CC=C1)NC1=NC=C(C(=N1)NC1=C(C=CC=C1)OC)C(=O)OCC